(1R,2S)-2-fluorocyclopropane-1-amine p-toluenesulfonate CC1=CC=C(C=C1)S(=O)(=O)O.F[C@@H]1[C@@H](C1)N